C(C)(C)(C)OC(=O)N1C(C(C[C@H]1C(F)(F)F)=C)=O.N(=C=O)C(CC[Si](OC)(OC)OC)N=C=O 3-isocyanato(isocyanato)propyl-trimethoxysilane tert-butyl-(S)-3-methylene-2-oxo-5-(trifluoromethyl)pyrrolidine-1-carboxylate